8-(4-chloro-2-fluoro-phenyl)-3-methyl-6-[rac-(2R,4R)-2-(2-methyltriazol-4-yl)tetrahydropyran-4-yl]-2-(trifluoromethyl)pyrimido[5,4-d]pyrimidin-4-one ClC1=CC(=C(C=C1)C1=NC(=NC2=C1N=C(N(C2=O)C)C(F)(F)F)[C@H]2C[C@@H](OCC2)C2=NN(N=C2)C)F |r|